FC1=C(C=C(C(=C1)F)CCN[C@@H]([C@H]1CNC2=C(N1)N=CC=C2)C2=CC=CC=C2)CC(=O)O 2-(2,4-difluoro-5-(2-(((R)-phenyl((R)-1,2,3,4-tetrahydropyrido[2,3-b]pyrazin-3-yl)methyl)amino)ethyl)phenyl)acetic acid